4-(aziridin-1-yl)-5-chloro-6-(difluoromethyl)pyrimidine N1(CC1)C1=NC=NC(=C1Cl)C(F)F